COC1=C(C=C(C(=C1)OC)OC)/C=C/CO trans-3-(2,4,5-trimethoxyphenyl)prop-2-en-1-ol